CS(=O)(=O)/C=C/[C@H](C)NC(=O)C=1C(=NC(=NC1)C1COCC1)OC1=CC=CC=C1 N-((S,E)-4-(methylsulfonyl)but-3-en-2-yl)-4-phenoxy-2-(tetrahydrofuran-3-yl)pyrimidine-5-carboxamide